6-(Difluoromethyl)-3-(6-(1-(methylsulfonyl)-1,6-diazaspiro[3.5]nonan-6-yl)pyrimidin-4-yl)imidazo[1,2-b]pyridazine FC(C=1C=CC=2N(N1)C(=CN2)C2=NC=NC(=C2)N2CC1(CCN1S(=O)(=O)C)CCC2)F